FC(C1=NN(C=2NCCCC21)C=2C=C(C=CC2)O)(F)F 3-(3-(Trifluoromethyl)-4,5,6,7-tetrahydro-1H-pyrazolo[3,4-b]pyridin-1-yl)phenol